3-(methoxymethoxy)-2,6-dimethylpyridine COCOC=1C(=NC(=CC1)C)C